2-tert-butyl-N-[(4-fluorophenyl)-methyl]-7-(trifluoromethyl)-quinoline-3-carboxylic acid amide C(C)(C)(C)C1=NC2=CC(=CC=C2C=C1C(=O)NCC1=CC=C(C=C1)F)C(F)(F)F